3-[[1-(3-bromophenyl)cyclobutyl]methyl]-4-methyl-4H-1,2,4-triazole BrC=1C=C(C=CC1)C1(CCC1)CC1=NN=CN1C